4-[(4-isopropoxy-2-pyridinyl)methyl]piperidin-4-ol C(C)(C)OC1=CC(=NC=C1)CC1(CCNCC1)O